OCCC1=CC=C(C=C1)[C@@H](C)[C@]1(C(N(C(C1)=O)C(C1=CC=CC=C1)(C1=CC=CC=C1)C1=CC=CC=C1)=O)C (3S)-3-[(1R)-1-[4-(2-hydroxyethyl)phenyl]ethyl]-3-methyl-1-trityl-pyrrolidine-2,5-dione